tert-butyl (S)-6-((2,6-dioxopiperidin-3-yl)carbamoyl)-2H-spiro[furo[2,3-b]pyridine-3,4'-piperidine]-1'-carboxylate O=C1NC(CC[C@@H]1NC(=O)C1=CC=C2C(=N1)OCC21CCN(CC1)C(=O)OC(C)(C)C)=O